CC1(OB(OC1(C)C)C=1C=C2C=CN=CC2=CC1)C 6-(4,4,5,5-tetramethyl-1,3,2-dioxaborolan-2-yl)isoquinoline